NC1=NC=C(C(=C1)N1C[C@H](CCC1)NC(OC(C)(C)C)=O)C=1C=NN(C1)C(F)F tert-Butyl (S)-(1-(2-amino-5-(1-(difluoromethyl)-1H-pyrazol-4-yl)pyridin-4-yl)piperidin-3-yl)carbamate